2-amino-1,3-benzenedisulfonate NC1=C(C=CC=C1S(=O)(=O)[O-])S(=O)(=O)[O-]